Tert-butyltetrasulfide C(C)(C)(C)SSSSC(C)(C)C